COC1(OCCCC1)C(=O)[O-] 2-methoxytetrahydro-2H-pyran-2-carboxylate